FC1(C(C1)C=1C=C(C(=O)O)C=C(C1)C(F)(F)F)F 3-(2,2-difluorocyclopropyl)-5-(trifluoromethyl)benzoic acid